CS(=O)(=O)NCC(=O)O 2-(methanesulfonamido)acetic acid